FC=1C=C(C=C(C1)F)B(O)O 3,5-Difluorobenzeneboronic acid